ClC1=C(C=C2C=C(N=CC2=C1)NC(=O)[C@H]1[C@@H](C1)C1=CC=NN1C(C)C)C1CCN(CC1)[C@@]1(COC[C@@H]1O)C (1R,2R)-N-(7-chloro-6-(1-((3R,4R)-4-hydroxy-3-methyltetrahydrofuran-3-yl)piperidin-4-yl)isoquinolin-3-yl)-2-(1-isopropyl-1H-pyrazol-5-yl)cyclopropane-1-carboxamide